(4-amino-1,7-dimethyl-1H-pyrazolo[4,3-c]quinolin-8-yl)(2-(3-fluoropyridin-2-yl)-4-hydroxypyrazolidin-1-yl)methanone NC1=NC=2C=C(C(=CC2C2=C1C=NN2C)C(=O)N2N(CC(C2)O)C2=NC=CC=C2F)C